FC1=C2C(CCOC2=CC(=C1)F)OC1=CC(=CC=2NC(=NC21)C)C(=O)N(C)C 4-((5,7-difluorochroman-4-yl)oxy)-N,N,2-trimethyl-1h-benzimidazole-6-carboxamide